1,1',1''-(1,3,5-triazinane-1,3,5-triyl)tris(2-bromoethanone) N1(CN(CN(C1)C(CBr)=O)C(CBr)=O)C(CBr)=O